2-[4-(1-Isopropyl-6,6-dimethyl-4-oxo-5,7-dihydropyrazolo[3,4-d]pyrimidin-3-yl)phenyl]acetic acid C(C)(C)N1N=C(C2=C1NC(NC2=O)(C)C)C2=CC=C(C=C2)CC(=O)O